BrC=1C(=NC=C(C1)Cl)OC 3-bromo-5-chloro-2-methoxypyridine